5-[3-hydroxy-5H,6H,7H-pyrrolo[3,4-b]pyridin-6-yl]-4-(trifluoromethyl)-2-[[2-(trimethylsilyl)ethoxy]methyl]-2,3-dihydropyridazin-3-one OC=1C=C2C(=NC1)CN(C2)C2=C(C(N(N=C2)COCC[Si](C)(C)C)=O)C(F)(F)F